F[C@@H]1C[C@@]2(CCCN2C1)COC=1N=C(C2=C(N1)C(=C(N=C2OC)C2=CC(=CC1=CC=C(C(=C21)C#C)F)OCOC)F)O 2-{[(2R,7aS)-2-fluoro-hexahydro-1H-pyrrolizin-7a-yl]methoxy}-7-[8-ethynyl-7-fluoro-3-(methoxymethoxy)naphthalen-1-yl]-8-fluoro-5-methoxypyrido[4,3-d]pyrimidin-4-ol